C(C)(C)(C)OC(=O)NC=1C=C2C(N=C(S2)C[C@@H]([C@@H](C2=CC(=C(C(=C2)OC)C)OC)O[Si](C)(C)C(C)(C)C)OC2CCCC2)=C(C1)C(=O)OCC ethyl 6-(tert-butoxycarbonylamino)-2-[(2S,3R)-3-[tert-butyl (dimethyl) silyl] oxy-2-(cyclopentoxy)-3-(3,5-dimethoxy-4-methyl-phenyl) propyl]-1,3-benzothiazole-4-carboxylate